CN1C(C(=CC=C1)CCN1C(C2=CC=CC=C2C1=O)=O)=O (2-(1-methyl-2-oxo-1,2-dihydropyridin-3-yl)ethyl)isoindoline-1,3-dione